C1(CC1)C(CCC[C@@H](C)[C@H]1CC[C@H]2[C@@H]3CC[C@H]4[C@H]([C@H](CC[C@]4(C)[C@H]3CC[C@]12C)O)O)O 24-[cyclopropyl-(hydroxy)methyl]-5α-cholane-3β,4β-diol